C(C)OC(=O)C1=C(C2=C(CCC3=CN(N=C23)CCC2=NC=CC=C2)O1)C 8-Methyl-2-[2-(pyridin-2-yl)ethyl]-4,5-dihydro-2H-furo[2,3-g]indazole-7-carboxylic acid ethyl ester